COC1=NC2=CC=CC=C2C=C1C1=NN=C(O1)[C@H](CCCCCC(CC)=O)NC(=O)C1CCC2(CNC2)CC1 (S)-N-(1-(5-(2-Methoxychinolin-3-yl)-1,3,4-oxadiazol-2-yl)-7-oxononyl)-2-azaspiro[3.5]nonan-7-carboxamid